(3-cyclopropyl-1,2,4-oxadiazol-5-yl)bicyclo[2.2.2]octane-1-carboxylic acid methyl ester COC(=O)C12C(CC(CC1)CC2)C2=NC(=NO2)C2CC2